tert-butyl 4-[[3-[[4-[[(7R)-8-cyclopentyl-7-ethyl-5-methyl-6-oxo-7H-pteridin-2-yl]amino]-3-methoxy-benzoyl]amino]cyclobutyl]amino]piperidine-1-carboxylate C1(CCCC1)N1[C@@H](C(N(C=2C=NC(=NC12)NC1=C(C=C(C(=O)NC2CC(C2)NC2CCN(CC2)C(=O)OC(C)(C)C)C=C1)OC)C)=O)CC